5-(tetrahydropyran-4-yl)-7H-pyrrolo[2,3-d]pyrimidin-4-amine O1CCC(CC1)C1=CNC=2N=CN=C(C21)N